2-((diethoxyphosphoryl)amino)-1H-imidazole-4-carboxylic acid ethyl ester C(C)OC(=O)C=1N=C(NC1)NP(=O)(OCC)OCC